tris(trimethylsilyl)amine C[Si](C)(C)N([Si](C)(C)C)[Si](C)(C)C